ClC1=CC=C(C=C1)C(C(=O)NC1=C(C=NO1)C1=CC(=C(C=C1)OC)OC)OCC#C 2-(4-chloro-phenyl)-N-[4-(3,4-dimethoxy-phenyl)-isoxazol-5-yl]-2-prop-2-ynyloxy-acetamide